1-(cyclopropylmethyl)-1H-pyrrole-2-carboxylic acid C1(CC1)CN1C(=CC=C1)C(=O)O